FC=1C=C(C=NC1OC)C1=CC2=C(N=C3COCC(N32)C3=CC=CC=C3)C=C1 7-(5-fluoro-6-methoxypyridin-3-yl)-4-phenyl-3,4-dihydro-1H-benzo[4,5]imidazo[2,1-c][1,4]oxazine